3-(6-methoxypyridin-3-yl)hex-4-ynoic acid COC1=CC=C(C=N1)C(CC(=O)O)C#CC